NC=1C(=NC(=C(N1)C(=O)NCCC(=O)OCC1=CC=CC=C1)N)C(=O)NCCC(=O)OCC1=CC=CC=C1 Dibenzyl 3,3'-((3,6-diaminopyrazine-2,5-dicarbonyl) bis(azanediyl))dipropionate